C(C(=C)C)(=O)OCC(=O)OC1CCCC1 2-cyclopentyloxy-2-oxoethyl methacrylate